N1=C(N=CC2=C1C=CN=C2)C=O pyrido[4,3-d]pyrimidinal